2-(4-Bromo-1-(5-(tert-butyl)-[1,1'-bi-phenyl]-2-yl)-1H-benzo[d]imidazol-2-yl)-4,6-di-tert-butylphenol BrC1=CC=CC=2N(C(=NC21)C2=C(C(=CC(=C2)C(C)(C)C)C(C)(C)C)O)C2=C(C=C(C=C2)C(C)(C)C)C2=CC=CC=C2